O1CCN(CC1)C=1C2=C(N=CN1)NC(=C2)C2=CC=C(C=C2)NC(C)C2=NC=CC(=C2)CN2C[C@@H](CCC2)NC(C=C)=O N-((3R)-1-((2-(1-((4-(4-morpholino-7H-pyrrolo[2,3-d]pyrimidin-6-yl)phenyl)amino)ethyl)pyridin-4-yl)methyl)piperidin-3-yl)acrylamide